FC(OC=1C=C(C=CC1)C1=NN(C=2C1=NC=C(C2)C(=O)N[C@]2(COCC2)C)C(C)C)F (R)-3-(3-(difluoromethoxy)phenyl)-1-isopropyl-N-(3-methyltetrahydrofuran-3-yl)-1H-pyrazolo[4,3-b]pyridine-6-carboxamide